2,4-difluoro-6-methoxy-aniline FC1=C(N)C(=CC(=C1)F)OC